ClC1=CC=C(CN2C(N(C(NC2=NC2=CC=C(C=C2)OC2=NC=C(C=C2)F)=O)C[C@@H]2[C@@H](C2)C(=O)O)=O)C=C1 |r| (±)-cis-2-((3-(4-chlorobenzyl)-4-((4-((5-fluoropyridin-2-yl)oxy)phenyl)imino)-2,6-dioxo-1,3,5-triazin-1-yl)methyl)cyclopropan-1-carboxylic acid